C(C)NC(NC=1C=C(CN2CCN(CC2)C=2C=CC(=NC2C)C(=O)NC)C=CC1)=O 5-(4-(3-(3-ethylureido)benzyl)piperazin-1-yl)-N,6-dimethylpicolinamide